2-[1-(3-chlorophenyl)pyrazol-4-yl]propanoic acid ClC=1C=C(C=CC1)N1N=CC(=C1)C(C(=O)O)C